(E)-2-(7-trifluoromethyl-chroman-4-ylidene)-N-((7R)-7-hydroxy-5,6,7,8-tetrahydronaphthalen-1-yl)acetamide FC(C1=CC=C2\C(\CCOC2=C1)=C\C(=O)NC1=CC=CC=2CC[C@H](CC12)O)(F)F